I(=O)(=O)C1=C(C(=O)O)C=CC=C1 2-IODOXYBENZOIC ACID